C1=C(C=CC=2C3=CC=CC=C3NC12)CC(=O)NCC1=CC=C(C=C1)C(C)C 2-(9H-carbazol-2-yl)-N-(4-isopropylbenzyl)acetamide